(S)-4-Bromo-6-(3-(3-((4-methyl-4H-1,2,4-triazol-3-yl)methyl)oxetan-3-yl)phenyl)-2-((3-methylpiperidin-1-yl)methyl)-1,6-dihydro-7H-pyrrolo[2,3-c]pyridin-7-one BrC=1C2=C(C(N(C1)C1=CC(=CC=C1)C1(COC1)CC1=NN=CN1C)=O)NC(=C2)CN2C[C@H](CCC2)C